CC1=NOC(=N1)C=1C=NC(=NC1)S(=O)(=O)C 3-methyl-5-(2-(methylsulfonyl)pyrimidin-5-yl)-1,2,4-oxadiazole